4-(2,2-dimethylpropanoyl)-3,5-dihydro-2H-pyrido[3,4-f][1,4]oxazepine-9-carbonitrile CC(C(=O)N1CCOC2=C(C1)C=NC=C2C#N)(C)C